FC1=CC=C(C=C1)C1=NC=CC=C1NC1=CC=C(C=C1)C1=NN=CN1C 2-(4-fluorophenyl)-N-[4-(4-methyl-4H-1,2,4-triazol-3-yl)phenyl]pyridin-3-amine